FC(C1=NC(=NO1)C1=CC=C(C=C1)CNS(=O)(=O)CC=C)(F)F N-[[4-[5-(trifluoromethyl)-1,2,4-oxadiazol-3-yl]phenyl]methyl]prop-2-ene-1-sulfonamide